6-(2-chloro-3-cyclopropoxyphenyl)-2-(pyridin-2-yl)phthalazin-1(2H)-one ClC1=C(C=CC=C1OC1CC1)C=1C=C2C=NN(C(C2=CC1)=O)C1=NC=CC=C1